5,6-Dihydro-3,10-dimethoxybenzo[c]-xanthylium tetraphenylborat C1(=CC=CC=C1)[B-](C1=CC=CC=C1)(C1=CC=CC=C1)C1=CC=CC=C1.COC=1C=CC2=C(CCC=3C=C4C=CC(=CC4=[O+]C23)OC)C1